Gadolinium(III) 5,8-bis(carboxylatomethyl)-2-[2-(methylamino)-2-oxoethyl]-10-oxo-2,5,8,11-tetraazadodecane-1-carboxylate hydrate O.C(=O)([O-])CN(CCN(CC(=O)[O-])CC(=O)NC)CCN(CC(NC)=O)CC(=O)[O-].[Gd+3]